BrC1=NN(C(=C1)C(=O)NC=1C(=CC=2N(C1C(=O)NC1CS(C1)(=O)=O)N=CC2)C)C2=NC=CC=C2Cl 6-(3-Bromo-1-(3-chloropyridin-2-yl)-1H-pyrazol-5-carboxamido)-N-(1,1-dioxidothietan-3-yl)-5-methylpyrazolo[1,5-a]pyridin-7-carboxamid